2-(2-chlorophenyl)-N-(2-(isopropylamino)-5-sulfamoylquinolin-7-yl)acetamide tert-butyl-7-(4,4,5,5-tetramethyl-1,3,2-dioxaborolan-2-yl)-3,4-dihydroisoquinoline-2(1H)-carboxylate C(C)(C)(C)OC(=O)N1CC2=CC(=CC=C2CC1)B1OC(C(O1)(C)C)(C)C.ClC1=C(C=CC=C1)CC(=O)NC1=CC(=C2C=CC(=NC2=C1)NC(C)C)S(N)(=O)=O